1-{1-[(2-chlorobenzyl)sulfonyl]piperidin-4-yl}-3-[4-(1,1-dioxido-4-oxo-1,2,5-thiadiazolidin-2-yl)-3-fluoro-5-hydroxyphenyl]urea ClC1=C(CS(=O)(=O)N2CCC(CC2)NC(=O)NC2=CC(=C(C(=C2)O)N2S(NC(C2)=O)(=O)=O)F)C=CC=C1